P(=O)(O)(O)O.C(C)OC(=O)C1=C[C@H]([C@@H]([C@H](C1)N)NC(C)=O)OC(CC)CC (3R,4R,5S)-4-acetylamino-5-amino-3-(1-ethylpropoxy)-1-cyclohexenecarboxylic acid ethyl ester phosphate